m-Ethoxybenzoic acid C(C)OC=1C=C(C(=O)O)C=CC1